(S)-1-(tert-Butoxycarbonyl)-4-(difluoromethylene)pyrrolidine-2-carboxylic acid C(C)(C)(C)OC(=O)N1[C@@H](CC(C1)=C(F)F)C(=O)O